8-(6-(hydroxymethyl)-1H-pyrrolo[2,3-b]pyridin-3-yl)-3,4-dihydrobenzo[f][1,4]oxazepin-5(2H)-one OCC1=CC=C2C(=N1)NC=C2C2=CC1=C(C(NCCO1)=O)C=C2